FC=1C=C(CN2CCC3(CCN(CC3)C(=O)OC(C)(C)C)CC2)C=CC1B1OC(C(O1)(C)C)(C)C tert-butyl 9-(3-fluoro-4-(4,4,5,5-tetramethyl-1,3,2-dioxaborolan-2-yl)benzyl)-3,9-diazaspiro[5.5]undecane-3-carboxylate